OC1(CC(C1)C)NC(CN1C(C2=CC=C(C=C2C2(C(C2)(F)F)C1)Br)=O)=O N-(3-cis-hydroxy-3-methylcyclobutyl)-2-[6-bromo-1',1'-difluoro-1-oxospiro[3H-isoquinoline-4,2'-cyclopropan]-2-yl]acetamide